BrC=1C=CC2=C(CNS2(=O)=O)C1C 5-bromo-4-methyl-2,3-dihydrobenzo[d]isothiazole 1,1-dioxide